[Na].C(CCCCCCCCCCCCC)(=O)N[C@@H](CCC(=O)O)C(=O)O N-myristoyl-L-glutamic acid monosodium